α-ethyl-6,6,9a-trimethyl-dodecahydronaphtho[2,1-b]furan C(C)C1C2C(OC1)CCC1C(CCCC12C)(C)C